2,6-dibromo-3,5-difluoro-4-methoxypyridine BrC1=NC(=C(C(=C1F)OC)F)Br